FC1(C2(CN(C2)C(C=C)=O)CCN(C1)C1=NC2=C(C=CC=C2C(=C1C#N)C1=C2C=NNC2=CC=C1C)F)F 2-(5,5-difluoro-2-(2-propenoyl)-2,7-diazaspiro[3.5]nonan-7-yl)-8-fluoro-4-(5-methyl-1H-indazol-4-yl)-3-quinolinecarbonitrile